CN1C(N(CC=2C1=NC(=NC2)NC2=CC=C(C=C2)N2CCN(CC2)C)[C@@H]2[C@@H](CNCC2)NC(OC(C)(C)C)=O)=O |o1:25,26| tertbutyl rel-(3R,4S)-N-[4-[1-methyl-7-[4-(4-methylpiperazin-1-yl)anilino]-2-oxo-4H-pyrimido[4,5-d]pyrimidin-3-yl]-3-piperidyl]carbamate